C1(CCC1)N1C(=NC2=C1C=CC=C2)C(N(C)O)=N 1-cyclobutyl-N-hydroxy-N-methyl-1H-1,3-benzodiazole-2-carboximidamide